5-{2-[6-(4-Cyclopropylmethyl-piperazine-1-carbonyl)-pyridin-3-ylamino]-5-methyl-pyrimidin-4-ylamino}-3H-benzooxazol-2-one C1(CC1)CN1CCN(CC1)C(=O)C1=CC=C(C=N1)NC1=NC=C(C(=N1)NC=1C=CC2=C(NC(O2)=O)C1)C